O[C@@H]1[C@@H](CC12CCN(CC2)S(=O)(=O)CC#N)[C@@H]2N1C(C=3C=CC=CC23)=CN=C1 (2S,3R)-2-[[3-hydroxy-2-((5S)-5H-imidazo[1,5-b]isoindol-5-yl)-7-azaspiro[3.5]nonan-7-yl]sulfonyl]acetonitrile